C(CCCCCCCCCCCCCCCCC)OC(O)=O.C(CCCCCCCCCCCCCCC)OC(O)=O.C(CCCCCCCCCCCCC)OC(O)=O.C(CCCCCCCCCCC)OC(O)=O.C(OCCCCCCCCCC)(OCCCCCCCCCC)=O Didecyl carbonate Dodecyl-carbonate Tetradecyl-carbonate Hexadecyl-carbonate Octadecyl-carbonate